FC1=C(C(=O)O)C=C(C(=C1)N1CCC(CC1)CO)F 2,5-difluoro-4-(4-(hydroxymethyl)piperidin-1-yl)benzoic acid